N=1C=NN2C1C=C(C=C2)OC2=C(C=C(C=C2)NC2=NC=NC1=CC=3OC[C@H]4N(C3N=C12)CCN(C4)C(=O)OC(C)(C)C)C tert-butyl (S)-11-((4-([1,2,4]triazolo[1,5-a]pyridin-7-yloxy)-3-methylphenyl)amino)-1,2,4a,5-tetrahydropyrazino[1,2-d]pyrimido[4',5':5,6]pyrido[3,2-b][1,4]oxazine-3(4H)-carboxylate